[N+](=O)([O-])C1=C(C=C(C=C1)N1[C@H](O[C@@H](C1)COC1=CC=NC=C1)C(F)(F)F)C(F)(F)F (2R,5S)-3-(4-Nitro-3-(trifluoromethyl)phenyl)-5-((pyridin-4-yloxy)methyl)-2-(trifluoromethyl)oxazolidin